6-[5-(difluoromethoxy)pyridin-2-yl]-7,8-difluoro-2-[(4S)-4-[[6-oxo-5-(trifluoromethyl)-1H-pyridazin-4-yl]amino]pentyl]isoquinolin-1-one FC(OC=1C=CC(=NC1)C=1C=C2C=CN(C(C2=C(C1F)F)=O)CCC[C@H](C)NC=1C=NNC(C1C(F)(F)F)=O)F